5-({7-[(4-chlorophenyl)methyl]-3-(2,2-dimethyl-4-oxo-5-aza-3-oxadec-10-yl)-1-(3-hydroxypropyl)-2,6-dioxapurin-8-yl}oxy)-2-fluorobenzoic acid ethyl ester C(C)OC(C1=C(C=CC(=C1)OC1=NC=2N(ON(OC2N1CC1=CC=C(C=C1)Cl)CCCO)CCCCCNC(OC(C)(C)C)=O)F)=O